C[C@@H]1CN2C(O1)=C(C=N2)[S@](=O)(N)=NC(NC2=C1C(=CC=3CCCC23)C[C@H]1C)=O (S,2R)-2-methyl-N'-(((R)-2-methyl-2,4,5,6-tetrahydro-1H-cyclobuta[f]inden-3-yl)carbamoyl)-2,3-dihydropyrazolo[5,1-b]oxazole-7-sulfonimidamide